2,4-dimethoxy-1,1'-biphenyl COC1=C(C=CC(=C1)OC)C1=CC=CC=C1